C(#N)C1=CC=C2C=NC(=NC2=C1OC(C)C)NC1=CC(=NC=C1)CS(=O)(=O)CCO 7-cyano-8-isopropoxy-N-(2-(((2-hydroxyethyl)sulfonyl)methyl)pyridin-4-yl)quinazolin-2-amine